2-((1r,5s,6s)-3-(5-cyano-6-((S)-2-methylazetidin-1-yl)-3,4-dihydro-1H-pyrano[3,4-c]pyridin-8-yl)-3-azabicyclo[3.1.1]heptan-6-yl)acetic acid C(#N)C1=C2C(=C(N=C1N1[C@H](CC1)C)N1C[C@H]3C([C@@H](C1)C3)CC(=O)O)COCC2